CN1N=NC=C1C1=CC(=CN=N1)N1N=C(C=CC1=O)C(=O)O 1-[6-(3-methyltriazol-4-yl)pyridazin-4-yl]-6-oxo-pyridazine-3-carboxylic acid